COC1=C(C2=CC=CC=C2C=C1)C3=C(C=CC4=CC=CC=C43)OC (S)-(-)-2,2'-dimethoxy-1,1'-binaphthyl